N-(4-(2-(3,4-Dimethoxyphenyl)propyl)-6-(((R)-1-hydroxy-4-methylpentan-2-yl)amino)-1,3,5-triazin-2-yl)methanesulfonamide COC=1C=C(C=CC1OC)C(CC1=NC(=NC(=N1)N[C@@H](CO)CC(C)C)NS(=O)(=O)C)C